C12(CC3CC(CC(C1)C3)C2)CCNCCCCCCCOC2=C(C=C3C(=NC(=NC3=C2)C)N[C@H](C)C2=CC(=CC=C2)Br)OC 7-((7-((2-((3r,5r,7r)-adamantan-1-yl)ethyl)amino)heptyl)oxy)-N-((R)-1-(3-bromophenyl)ethyl)-6-methoxy-2-methylquinazolin-4-amine